CN(CC(CO)O)C 3-Dimethylamino-1,2-Propandiol